4-((3-chloro-4-fluorophenyl)amino)-6-trifluoromethyl-1H-indole-2-carboxylic acid ethyl ester C(C)OC(=O)C=1NC2=CC(=CC(=C2C1)NC1=CC(=C(C=C1)F)Cl)C(F)(F)F